C(#N)C1=C(C=CC=C1)C1=CC(=NC=C1C(=O)OC)C methyl 4-(2-cyanophenyl)-6-methylnicotinate